C(CCCCCCC)OCCOCCOCCO Triethylene Glycol Monooctyl Ether